Ethyl 2-[4-(4-bromophenyl)-1H-pyrazol-1-yl]-3-methylbutanoate BrC1=CC=C(C=C1)C=1C=NN(C1)C(C(=O)OCC)C(C)C